(S,E)-1-amino-2-(1-(2-cyano-3-cyclopropylacryloyl)piperidin-2-yl)-4-(4-((4-ethylpyridin-2-yl)carbamoyl)phenyl)-1H-imidazole-5-carboxamide NN1C(=NC(=C1C(=O)N)C1=CC=C(C=C1)C(NC1=NC=CC(=C1)CC)=O)[C@H]1N(CCCC1)C(\C(=C\C1CC1)\C#N)=O